3-nitro-1-(1-phenylethyl)-1H-pyrazole [N+](=O)([O-])C1=NN(C=C1)C(C)C1=CC=CC=C1